C(C)(C)P(C1=C(C=CC=C1)C1=CC=NN1C(C)C)C(C)C 5-(2-(diisopropylphosphino)phenyl)-1-isopropyl-1H-pyrazole